bis-(3,5-dimethyl-4-hydroxyphenyl)sulfone 5-chloro-2-hydroxybenzoate ClC=1C=CC(=C(C(=O)O)C1)O.CC=1C=C(C=C(C1O)C)S(=O)(=O)C1=CC(=C(C(=C1)C)O)C